2-(4-Bromophenyl)-3-(2,5-diazabicyclo[2.2.2]oct-2-ylmethyl)imidazo[1,2-a]pyridine dihydrochloride Cl.Cl.BrC1=CC=C(C=C1)C=1N=C2N(C=CC=C2)C1CN1C2CNC(C1)CC2